C(#N)C1(CC1)N1N=CC(=C1)C=1C(=NC=CC1)C(=O)O (1-(1-cyanocyclopropyl)-1H-pyrazol-4-yl)-2-pyridinecarboxylic acid